dicyclohexyl-2-propen-1-ylsilane C1(CCCCC1)[SiH](CC=C)C1CCCCC1